methyl 3-((2-(2,2-difluorocyclopropoxy)ethyl)amino)-5-fluoro-4-nitrobenzoate FC1(C(C1)OCCNC=1C=C(C(=O)OC)C=C(C1[N+](=O)[O-])F)F